C(C1=CC=CC=C1)OC(=O)N1CCN(CC1)C=1C(CN(CC1)C(=O)OC(C)(C)C)(F)F 4-(1-(tert-butoxycarbonyl)-3,3-difluoro-1,2,3,6-tetrahydropyridin-4-yl)piperazine-1-carboxylic acid benzyl ester